[Na].N(=[N+]=[N-])C=1C=CC(=CC1)C=O 5-azido-2-formylbenzene sodium